(3-ethoxyazetidin-1-yl)methanone tert-butyl-4-[[3-(2,6-dioxo-3-piperidyl)-1-methyl-indazol-6-yl]amino]piperidine-1-carboxylate C(C)(C)(C)OC(=O)N1CCC(CC1)NC1=CC=C2C(=NN(C2=C1)C)C1C(NC(CC1)=O)=O.C(C)OC1CN(C1)C=O